3-[3-cyclopropyl-5-[(2-fluoro-2-methyl-propyl)sulfamoyl]-7,8-dihydro-6H-cyclopenta[g]isoquinolin-7-yl]-1-(cyclopropylmethyl)-1-[(2,4-dimethoxyphenyl)methyl]thiourea C1(CC1)C=1N=CC2=CC3=C(C(=C2C1)S(NCC(C)(C)F)(=O)=O)CC(C3)NC(N(CC3=C(C=C(C=C3)OC)OC)CC3CC3)=S